(2'-chloro-2-methyl-3'-(4,4,5,5-tetramethyl-1,3,2-dioxaborolan-2-yl)-[1,1'-biphenyl]-3-yl)-1,3-dimethyl-2,4-dioxo-1,2,3,4-tetrahydropyrimidine-5-carboxamide ClC1=C(C=CC=C1B1OC(C(O1)(C)C)(C)C)C1=C(C(=CC=C1)C1=C(C(N(C(N1C)=O)C)=O)C(=O)N)C